2-(trans-4-((5-(1-(2,2-difluoroethyl)-1H-benzo[d][1,2,3]triazol-6-yl)-4-methoxypyrrolo[2,1-f][1,2,4]triazin-2-yl)amino)cyclohexyl)propan-2-ol FC(CN1N=NC2=C1C=C(C=C2)C=2C=CN1N=C(N=C(C12)OC)N[C@@H]1CC[C@H](CC1)C(C)(C)O)F